ClC1=C(C=CC2=C1C=C(O2)C(=O)O)N2CCN(CCC2)S(=O)(=O)C2=C(C(=CC=C2)Cl)Cl 4-chloro-5-[4-(2,3-dichloro-benzenesulfonyl)-[1,4]diazepan-1-yl]-benzofuran-2-carboxylic acid